BrC1=NSC(=N1)NC(C1=C(C=CC=C1)C(F)(F)F)=O N-(3-bromo-1,2,4-thiadiazol-5-yl)-2-(trifluoromethyl)-benzamide